(S)-3-(1-oxo-5-(piperazin-1-yl)isoindolin-2-yl)piperidine-2,6-dione benzenesulfonate C1(=CC=CC=C1)S(=O)(=O)O.O=C1N(CC2=CC(=CC=C12)N1CCNCC1)[C@@H]1C(NC(CC1)=O)=O